2-morpholinylethane-1-ol N1(CCOCC1)CCO